C(#N)C=1C=C(C=CC1)N1N=C(C=C1C(=O)NC1=C(C=CC(=C1)C(CCC1CC1)N1C(C=NC=C1)=O)F)C(F)(F)F 1-(3-cyanophenyl)-N-(5-(3-cyclopropyl-1-(2-oxopyrazin-1(2H)-yl)propyl)-2-fluorophenyl)-3-(trifluoromethyl)-1H-pyrazole-5-carboxamide